2-Fluoro-4-isopropoxybenzonitrile FC1=C(C#N)C=CC(=C1)OC(C)C